BrC1=C(C=2CCCCC2C=C1Cl)C(=O)O 2-bromo-3-chloro-5,6,7,8-tetrahydronaphthalene-1-carboxylic acid